BrC1=C2C=3C=C(C=C(C3C(C2=CC=C1)(C)C)C(C)(C)C)C(C)(C)C 5-bromo-1,3-di-tert-butyl-9,9-dimethyl-9H-fluoren